N1(C(C=CC=C1)=O)[2H] pyridone-1-d